(R)-2-methyl-1-(1-phenylethyl)-4,5-dihydro-1H-pyrrole-3-carboxylic acid methyl ester COC(=O)C1=C(N(CC1)[C@H](C)C1=CC=CC=C1)C